C(C)OC(NC1=NC=CC(=C1)OC1=CC=C(C2=CC=CC=C12)N)=O (4-((4-Aminonaphthalen-1-yl)oxy)pyridin-2-yl)carbamic acid ethyl ester